BrC=1C=C(C(=O)C=2C=NN(C2C(=O)NOCC2=C(C=C(C=C2)Cl)Cl)C(C)(C)C)C=CC1 4-(3-bromobenzoyl)-1-(tert-butyl)-N-((2,4-dichlorobenzyl)oxy)-1H-pyrazole-5-carboxamide